Cl.CN(C=1C2=C(C=NC1)C=CO2)C2CCNCC2 N-methyl-N-(piperidin-4-yl)furo[3,2-c]Pyridine-7-amine hydrochloride